C(CC)OC(C)OC(=O)C1C2C3C4C=CC(C3C(C1)C2)C4 8-(1-(1-n-propoxy)ethoxycarbonyl)-tetracyclo[4.4.0.12,5.17,10]-3-dodecene